1-(3-bromo-2-hydroxy-phenyl)ethanone BrC=1C(=C(C=CC1)C(C)=O)O